(Z)-6-hydroxy-3-(naphthalen-2-yl)-6,8-diphenyloctan-2-en-4,7-diyne-1-al OC(C#C\C(=C/C=O)\C1=CC2=CC=CC=C2C=C1)(C#CC1=CC=CC=C1)C1=CC=CC=C1